5-methoxy-8-fluoro-[1,2,4]triazolo[1,5-C]pyrimidin-2-amine COC1=NC=C(C=2N1N=C(N2)N)F